COC(CCSC1=C(C(=NC(=C1)NC(=O)OC(C)(C)C)Cl)Cl)=O 3-((6-((tert-Butoxycarbonyl)amino)-2,3-dichloropyridin-4-yl)thio)propionic acid methyl ester